N,N-bis(3-aminopropyl)oleylamine NCCCN(CCCN)CCCCCCCC\C=C/CCCCCCCC